COC=1C=C2C(C=C(OC2=CC1)C1=CC=C(OC2=CC=C(C#N)C=C2)C=C1)=O 4-(4-(6-methoxy-4-oxo-4H-chromen-2-yl)phenoxy)benzonitrile